tert-butyl (4RS)-2-(4-fluorophenyl)-3-iodo-4-methyl-6,7-dihydropyrazolo[1,5-a]pyrazine-5(4H)-carboxylate FC1=CC=C(C=C1)C1=NN2C([C@H](N(CC2)C(=O)OC(C)(C)C)C)=C1I |r|